COC(=O)C=1C=C2C=3C(CCN2C1)=NN(C3)C.CC=3C=C(CNC(=O)C=1N=NC=CN1)C=CC3 N-(3-methylbenzyl)-1,2,4-triazine-3-carboxamide methyl-2-methyl-4,5-dihydro-2H-pyrazolo[3,4-g]indolizine-8-carboxylate